OCC1=NC=CC(=C1)B(O)O (2-(hydroxymethyl)pyridin-4-yl)boronic acid